BrC1=CC=C(CN2CCN(CC2)CC2=CC(=C(OC(C(=O)OCC)(C)C)C(=C2)C)C)C=C1 Ethyl 2-(4-((4-(4-bromobenzyl) piperazin-1-yl) methyl)-2,6-dimethylphenoxy)-2-methylpropionate